C(C)(C)(C)C1=CC=C(C=C1)NC1=NC2=CC=CC=C2N=C1NC1=CC=C(C=C1)C(C)(C)C N2,N3-bis(4-(tert-butyl)phenyl)quinoxaline-2,3-diamine